tert-Butyl (3R,5S)-4-(3-((4-bromopyridin-2-yl)oxy)propyl)-3,5-dimethylpiperazine-1-carboxylate BrC1=CC(=NC=C1)OCCCN1[C@@H](CN(C[C@@H]1C)C(=O)OC(C)(C)C)C